C(C1=CC=CC=C1)OC(=O)N[C@H](C=1N=C2N(N=C(C=C2)CC2(C(N(CC3(CC3)C2)C(=O)OC(C)(C)C)=O)C(=O)OC)C1)C1CCC(CC1)C 5-(tert-butyl) 7-methyl 7-((2-((S)-(((benzyloxy)carbonyl)amino)((1r,4S)-4-methylcyclohexyl)methyl)imidazo[1,2-b]pyridazin-6-yl)methyl)-6-oxo-5-azaspiro[2.5]octane-5,7-dicarboxylate